CN(C(OC(C)(C)C)=O)CC1=C(C=CC=C1)C=1NC2=CC=C(C=C2C1C)CNC(=O)C=1C(=NC=NC1)C tert-butyl methyl(2-(3-methyl-5-((4-methylpyrimidine-5-carboxamido)methyl)-1H-indol-2-yl)benzyl)carbamate